COC1=C(C(=CC=C1)OC)N1N=NN=C1 N-(2,6-dimethoxyphenyl)tetrazol